O=C1C=CN(C2=CC=CC=C12)N(N=CC1=CC=CC=C1)C(C)=O (4-oxo-4H-quinolin-1-yl)-acetylbenzylidenehydrazine